N-((6S,7S)-5-((S)-3,3-difluoro-2-hydroxypropanoyl)-6-((2-fluoro-[1,1'-biphenyl]-3-yl)methyl)-5-azaspiro[2.4]heptan-7-yl)methanesulfonamide FC([C@H](C(=O)N1CC2(CC2)[C@@H]([C@@H]1CC=1C(=C(C=CC1)C1=CC=CC=C1)F)NS(=O)(=O)C)O)F